β-pivalolactone C1(C(CO1)(C)C)=O